1-((thioureidoimino)methyl)-4-(p-fluorophenyl)benzene N(C(=S)N)N=CC1=CC=C(C=C1)C1=CC=C(C=C1)F